(S)-2-(5-Bromo-3-methylfuran-2-carboxamido)-N1-(1-(2-(2-adamantylamino)-2-oxoethyl)-2-oxo-1,2-dihydropyridin-3-yl)-N6-methyl-5-oxohexandiamid BrC1=CC(=C(O1)C(=O)N[C@H](C(=O)NC=1C(N(C=CC1)CC(=O)NC1C2CC3CC(CC1C3)C2)=O)CCC(C(=O)NC)=O)C